Benzyl (2R)-2-(tert-butoxymethyl)-3-oxo-piperazine-1-carboxylate C(C)(C)(C)OC[C@H]1N(CCNC1=O)C(=O)OCC1=CC=CC=C1